NC1=NC(=CC(=N1)N1CCC2(C[C@H](NC2)C(=O)OCC)CC1)O[C@@H](C(F)(F)F)C1=CC=C(C=C1)C1=CC2=C(N=CS2)C=C1 (S)-ethyl 8-(2-amino-6-((R)-1-(4-(benzo[d]thiazol-6-yl)phenyl)-2,2,2-trifluoroethoxy)pyrimidin-4-yl)-2,8-diazaspiro[4.5]decane-3-carboxylate